4-(((benzyloxy)carbonyl)amino)-3,3-dimethylpiperidine-1-carboxylic acid tert-butyl ester C(C)(C)(C)OC(=O)N1CC(C(CC1)NC(=O)OCC1=CC=CC=C1)(C)C